COCCC(C)(C)SSSC(CCOC)(C)C bis(3-monomethoxydimethylpropyl) trisulfide